5-Bromo-2-methoxy-3-methylbenzonitrile BrC=1C=C(C(=C(C#N)C1)OC)C